5-(4-(3-amino-1H-indazol-5-yl)-1H-pyrrolo[2,3-b]pyridin-2-yl)-2-(pyrrolidin-1-yl)benzonitrile NC1=NNC2=CC=C(C=C12)C1=C2C(=NC=C1)NC(=C2)C=2C=CC(=C(C#N)C2)N2CCCC2